C(C)(C)(C)OC(=O)N[C@@H](C(C)C)C(=O)N1[C@@H](CCC1)C(=O)O N-(N-t-Butoxycarbonyl-L-valyl)-L-proline